12-amino-1-dodecanesulfonic acid NCCCCCCCCCCCCS(=O)(=O)O